ClC1=C(OC=2C=CC(=C(C2)S(=O)(=O)NC2(CC2)C(=O)NC)O)C(=CC(=C1)N1N=C(C(NC1=O)=O)C(F)(F)F)Cl 1-((5-(2,6-dichloro-4-(3,5-dioxo-6-(trifluoromethyl)-4,5-dihydro-1,2,4-triazin-2(3H)-yl)phenoxy)-2-hydroxyphenyl)sulfonamido)-N-methylcyclopropane-1-carboxamide